6-Chloro-8-(1-isopropyl-1H-pyrazol-4-yl)-9-(2,2,2-trifluoro-ethyl)-9H-pyrido[3,4-b]indole ClC=1C=C2C3=C(N(C2=C(C1)C=1C=NN(C1)C(C)C)CC(F)(F)F)C=NC=C3